CC1CC(C1)(C1=NN=CN1C)C=1C=C(C=CC1)C1=NNC=2C1=NC(=CC2CN2C[C@H](CCC2)C)C(F)(F)F (S)-3-(3-(3-methyl-1-(4-methyl-4H-1,2,4-triazol-3-yl)cyclobutyl)phenyl)-7-((3-methylpiperidin-1-yl)methyl)-5-(trifluoromethyl)-1H-pyrazolo[4,3-b]pyridine